C(CCCCCCC\C=C/CCCCCCCC)NCCCN N-oleyl-trimethylenediamine